COCCOC(=O)C=1[C@H](C(=C(NC1C)C)C(=O)OC(C)C)C1=CC(=CC=C1)[N+](=O)[O-] |r| (+-)-2,6-dimethyl-4-(3-nitrophenyl)-1,4-dihydropyridine-3,5-dicarboxylic acid 1-methylethyl ester 2-methoxyethyl ester